4-chloro-2,9-diisopropyl-1,10-phenanthroline ClC1=CC(=NC2=C3N=C(C=CC3=CC=C12)C(C)C)C(C)C